tert-butyl 2-methyl-9-oxo-3-azaspiro[5.5]undecane-3-carboxylate CC1CC2(CCN1C(=O)OC(C)(C)C)CCC(CC2)=O